(4aR,7aS)-1-((S)-2-(5-Chloropyridin-2-yl)-2-methylbenzo[d][1,3]dioxol-4-yl)octahydrofuro[3,4-b]pyrazine ClC=1C=CC(=NC1)[C@@]1(OC2=C(O1)C=CC=C2N2[C@H]1[C@@H](NCC2)COC1)C